C(CCC\C=C/CC)OC(CC)=O.C(#N)C=1C(=NC(=C(C1CC)C#N)N(C)C)SC(C(=O)N)C1=CC=CC=C1 2-((3,5-dicyano-6-(dimethylamino)-4-ethylpyridin-2-yl)thio)-2-phenyl-acetamide (Z)-5-OCTENYL-PROPIONATE